5-(chloromethyl)-2-(trifluoromethyl)benzonitrile ClCC=1C=CC(=C(C#N)C1)C(F)(F)F